(2S,3S,4S,5R)-4-[[3-[4-(difluoromethyl)-3-fluoro-2-methoxy-phenyl]-4,5-dimethyl-5-(trifluoromethyl)tetrahydrofuran-2-carbonyl]amino]pyridine-2-carboxamide FC(C1=C(C(=C(C=C1)[C@H]1[C@H](O[C@]([C@H]1C)(C(F)(F)F)C)C(=O)NC1=CC(=NC=C1)C(=O)N)OC)F)F